C(CCCCCCC)OC(C#CC(=O)OCCCCCCCC)=O dioctyl-2-butynedioate